C[C@@]1(N(C[C@H](C1)O)C(=O)OC(C)(C)C)C(=O)O methyl-N-Boc-cis-4-hydroxy-L-proline